FC(OC=1C=2N(C=C(C1)C(F)(F)F)C[C@@]1(CC=CC3=C(C=CC=C13)F)N2)F (S)-8-(difluoromethoxy)-5'-fluoro-6-(trifluoromethyl)-2'H,3H-spiro[imidazo[1,2-a]pyridine-2,1'-naphthalen]